2-((3,9-diazaspiro[5.5]undecan-3-yl)methyl)-6-methoxy-9,9-dimethyl-9,10-dihydroacridine C1CN(CCC12CCNCC2)CC2=CC=1C(C3=CC=C(C=C3NC1C=C2)OC)(C)C